CC(C(=O)O)C=CCC.COC(CC=CCC)=O 3-hexenoic acid methyl ester (methyl 3-hexenoate)